N[C@@H]1[C@@H](OCC12CCN(CC2)C=2N=C(N(C(C2CC(=O)OC)=O)C2=C(C(=CC=C2)Cl)Cl)C)C methyl 2-[4-[(3S,4S)-4-amino-3-methyl-2-oxa-8-azaspiro[4.5]decan-8-yl]-1-(2,3-dichlorophenyl)-2-methyl-6-oxopyrimidin-5-yl]acetate